methyl-styrenemaleic anhydride CC(=CC1=CC=CC=C1)/C/1=C/C(=O)OC1=O